BrC1=NN(C2=C1N=C(N=C2N[C@H](C)C=2C=NC1=CC=CC=C1C2)N2CCN(CC2)C(C)=O)C(C)CC 1-{4-[3-bromo-1-sec-butyl-7-((R)-1-quinolin-3-yl-ethylamino)-1H-pyrazolo[4,3-d]pyrimidin-5-yl]-piperazin-1-yl}-ethanone